5-(4-((1-(2-((R)-3-((5-chloro-4-(1H-indol-3-yl)pyrimidin-2-yl)amino)pyrrolidine-1-yl)acetyl)piperidin-4-yl)methyl)piperazin-1-yl)-2-(1-methyl-2,6-dioxopiperidin-3-yl)isoindol ClC=1C(=NC(=NC1)N[C@H]1CN(CC1)CC(=O)N1CCC(CC1)CN1CCN(CC1)C1=CC2=CN(C=C2C=C1)C1C(N(C(CC1)=O)C)=O)C1=CNC2=CC=CC=C12